FC1=C(C(C(C1(F)F)(F)F)(F)F)C(C(F)(F)F)(C(C(C(C(C(F)(F)F)(F)F)(F)F)(F)F)(F)F)F 1,3,3,4,4,5,5-heptafluoro-2-(perfluorohept-2-yl)cyclopent-1-ene